γ-linolenyl bromide C(CCCC\C=C/C\C=C/C\C=C/CCCCC)Br